N-cyclohexyl-2-(3-oxo-2-(piperidine-1-carbonyl)-2H-benzo[b][1,4]thiazin-4(3H)-yl)acetamide C1(CCCCC1)NC(CN1C2=C(SC(C1=O)C(=O)N1CCCCC1)C=CC=C2)=O